CC1(OB(OC1(C)C)C=1C=C2CCC(C2=CC1)N1CC(C1)C(=O)OC)C methyl 1-(5-(4,4,5,5-tetramethyl-1,3,2-dioxaborolan-2-yl)-2,3-dihydro-1H-inden-1-yl)-azetidine-3-carboxylate